(6-methoxy-2-(2-methoxy-7-methylquinoxalin-5-yl)-5-methylbenzo[d]thiazol-4-yl)methanol COC1=CC2=C(N=C(S2)C2=C3N=CC(=NC3=CC(=C2)C)OC)C(=C1C)CO